ClC=1C=CC2=C(N=C(O2)N2CCC3(CC2)CCC(CC3)NC(=O)C3(CCSCC3)C)C1 N-[3-(5-chloro-1,3-benzoxazol-2-yl)-3-azaspiro[5.5]undecan-9-yl]-4-methyl-tetrahydrothiopyran-4-carboxamide